3,5-Bis((2-ethylhexyl)oxy)-4-formylphenyl-2-(4-(5,11-bis(3,5-bis(trifluoromethyl)phenyl)-1,3-dioxo-1H-xantheno[2,1,9-def]isoquinolin-2(3H)-yl)phenyl)acetate C(C)C(COC=1C=C(C=C(C1C=O)OCC(CCCC)CC)C(C(=O)[O-])C1=CC=C(C=C1)N1C(C2=CC(=C3C=4C2=C(C1=O)C=C(C4OC4=CC=CC=C43)C4=CC(=CC(=C4)C(F)(F)F)C(F)(F)F)C4=CC(=CC(=C4)C(F)(F)F)C(F)(F)F)=O)CCCC